ClC1=C(C=CC=C1)C1=NC2=C(CN(CC2)C2CCC3=C(N(C=N3)C)C2)N1 2-(2-chlorophenyl)-5-(1-methyl-4,5,6,7-tetrahydro-1H-benzo[d]imidazol-6-yl)-4,5,6,7-tetrahydro-3H-imidazo[4,5-c]pyridine